4-(6-(6-((6-chloropyridin-3-yl)methyl)-3,6-diazabicyclo[3.1.1]heptan-3-yl)pyridin-3-yl)-6-ethoxypyrazolo[1,5-a]pyridine-3-carbonitrile ClC1=CC=C(C=N1)CN1C2CN(CC1C2)C2=CC=C(C=N2)C=2C=1N(C=C(C2)OCC)N=CC1C#N